2,2-difluoropropan-1-ol tartrate C(=O)(O)C(O)C(O)C(=O)O.FC(CO)(C)F